1,12-Dodecandialdehyd C(CCCCCCCCCCC=O)=O